dimethyl 2-(3-cyanopropyl)-2-fluoromalonate C(#N)CCCC(C(=O)OC)(C(=O)OC)F